N1(CCCCC1)CCOC=1C=CC=C(C(=O)N)C1 5-(2-(piperidin-1-yl)ethoxy)benzamide